NC1=NC(=NC(=N1)N)S 2,4-diamino-6-mercapto-1,3,5-triazine